4-((L-valyloxy)oxy)butyric acid N[C@@H](C(C)C)C(=O)OOCCCC(=O)O